(3-(3-(1-methyl-1H-pyrazol-4-yl)benzyl)-1,2,3-oxadiazol-3-ium-5-yl)((3-(trifluoromethyl)phenyl)carbamoyl)amide CN1N=CC(=C1)C=1C=C(C[N+]2=NOC(=C2)[N-]C(NC2=CC(=CC=C2)C(F)(F)F)=O)C=CC1